tert-butyl 3-(5-oxo-1-(pyridin-3-yl)-4,5-dihydro-1H-1,2,4-triazol-3-yl)piperidine-1-carboxylate O=C1NC(=NN1C=1C=NC=CC1)C1CN(CCC1)C(=O)OC(C)(C)C